C1(CC1)C#CC1=NN2C(=NC=3N(C=NC3C2=N1)CC(OCC)OCC)N 8-(cyclopropylethynyl)-3-(2,2-diethoxyethyl)-3H-[1,2,4]triazolo[5,1-i]purin-5-amine